[Si]([O-])([O-])([O-])[O-].[Li+].[Li+].[Li+].[Li+] Lithium silicat